C1(CCCC1)CC=1OC(=CN1)C=1C(=NC=CC1)C1=CC=C2CN(C(C2=C1)=O)C 6-(3-(2-(Cyclopentylmethyl)oxazol-5-yl)pyridin-2-yl)-2-methylisoindolin-1-on